FC1CN(C1)C(=O)NC1=CC(=C(C=C1)F)N1N=C2N=CC(=CC2=C1)N1CC2(C1)NC(CC2)=O 3-fluoro-N-[4-fluoro-3-(5-{6-oxo-2,5-diazaspiro[3.4]octan-2-yl}-2H-pyrazolo[3,4-b]pyridin-2-yl)phenyl]azetidine-1-carboxamide